(S)-N1-(1-(2-(bicyclo[1.1.1]pentan-1-ylamino)-2-oxoethyl)-2-oxo-1,2-dihydropyridin-3-yl)-N6-methyl-2-(5-methyl-1,2,4-oxadiazole-3-carboxamido)-5-oxohexanediamide C12(CC(C1)C2)NC(CN2C(C(=CC=C2)NC([C@H](CCC(C(=O)NC)=O)NC(=O)C2=NOC(=N2)C)=O)=O)=O